COC1=C(C=CC(=C1)OC)CN(C(OC(C)(C)C)=O)CCCC1CN(C1)C1=C2C(N(C(C2=CC=C1)=O)C1C(NC(CC1)=O)=O)=O tert-butyl N-[(2,4-dimethoxyphenyl)methyl]-N-(3-[1-[2-(2,6-dioxopiperidin-3-yl)-1,3-dioxoisoindol-4-yl]azetidin-3-yl]propyl)carbamate